N-[(1S)-5-{[6-(1-methyl-1,2,3-triazol-4-yl)-3-nitropyridin-2-yl]amino}-2,3-dihydro-1H-inden-1-yl]acetamide CN1N=NC(=C1)C1=CC=C(C(=N1)NC=1C=C2CC[C@@H](C2=CC1)NC(C)=O)[N+](=O)[O-]